(E)-1-(2-fluoro-3,6-dimethoxy-4-pentylphenyl)-2-nitropropene FC1=C(C(=CC(=C1OC)CCCCC)OC)\C=C(/C)\[N+](=O)[O-]